1,2,3,4-tetrahydropyrimidine-2,4-dione N1C(NC(C=C1)=O)=O